Ethyl (2R)-2-[[(2S)-2-amino-4-[5-[bis(2-chloroethyl)amino]-1-methyl-benzimidazol-2-yl]butanoyl]amino]-4-methyl-pentanoate N[C@H](C(=O)N[C@@H](C(=O)OCC)CC(C)C)CCC1=NC2=C(N1C)C=CC(=C2)N(CCCl)CCCl